OC(CC(=O)OCC(CCCCCCCC)CCCCCC)CC(=O)OCCC(C(C(C(C(C(F)(F)F)(F)F)(F)F)(F)F)(F)F)(F)F 1-(2-hexyldecyl) 5-(3,3,4,4,5,5,6,6,7,7,8,8,8-tridecafluorooctyl) 3-hydroxyglutarate